ClC1=C(C=C(C=C1NC1=NC=2N(C(=N1)N(CC1=CC=C(C=C1)OC)CC)N=CC2C#N)C#N)N2CCN(CC2)C(=O)OC(C)(C)C tert-butyl 4-(2-chloro-5-cyano-3-((8-cyano-4-(ethyl(4-methoxybenzyl)amino)pyrazolo[1,5-a][1,3,5]triazin-2-yl)amino)phenyl)piperazine-1-carboxylate